C(C)(=O)O.C(C)(C)NC(=S)NC1=CC2=NC3=C(C=CC=C3C2=CC=C1)NC(C)CC N-isopropyl-N'-(4-(sec-butyl)aminocyclohepta[7,6-b]indol-7-yl)thiourea acetate